N-(5-chloropyridin-3-yl)-N-({5-[5-(difluoromethyl)-1,3,4-oxadiazol-2-yl]-1,3-thiazol-2-yl}methyl)propanamide ClC=1C=C(C=NC1)N(C(CC)=O)CC=1SC(=CN1)C=1OC(=NN1)C(F)F